C(C)[Si](OCCCCC)(OCCCCC)C1=CC=CC2=CC=CC=C12 ethyl-(naphthyl)dipentoxysilane